ClC1=C(C=CC=C1)CC1(CCC1)C#N 1-[(2-chlorophenyl)methyl]cyclobutane-1-carbonitrile